(2-(p-tolylamino)thiazol-4-yl)(3,4,5-trimethoxyphenyl)methanone hydrochloride salt Cl.C1(=CC=C(C=C1)NC=1SC=C(N1)C(=O)C1=CC(=C(C(=C1)OC)OC)OC)C